2-Methyl-2-butanol CC(C)(CC)O